(2S,4R)-1-[(2R)-2-(4-cyclopropyltriazol-1-yl)-3,3-dimethyl-butanoyl]-4-hydroxy-N-(5-methyl-6-oxabicyclo[3.2.1]octan-1-yl)pyrrolidine-2-carboxamide C1(CC1)C=1N=NN(C1)[C@@H](C(=O)N1[C@@H](C[C@H](C1)O)C(=O)NC12CCCC(OC1)(C2)C)C(C)(C)C